C1(CCCC1)OC=1C=C(C=CC1OC)[C@@H]1CC(NC1)=CC(=O)OCC (S)-(-)-ethyl [4-(3-cyclopentyloxy-4-methoxyphenyl)pyrrolidin-2-ylidene]acetate